[(3R)-1-(2-benzyloxyethyl)-5-oxo-pyrrolidin-3-yl] (4-nitrophenyl) carbonate C(O[C@H]1CN(C(C1)=O)CCOCC1=CC=CC=C1)(OC1=CC=C(C=C1)[N+](=O)[O-])=O